FC(S(=O)(=O)NC1CN(CC12CC2)C(=O)N[C@H](C)F)F 7-((difluoromethyl)sulfonamido)-N-((S)-1-fluoroethyl)-5-azaspiro[2.4]heptane-5-carboxamide